ethylene glycol di(2E,4E)-2,4,6-heptatrienoate C(\C=C\C=C\C=C)(=O)OCCOC(\C=C\C=C\C=C)=O